2-(2,4-dimethoxyphenyl)prop-2-en-1-one COC1=C(C=CC(=C1)OC)C(C=O)=C